N(N)C=1C=C(C=C(C(=O)O)C1)C(=O)O 5-hydrazinoisophthalic acid